N1(C=NC=C1)C(=O)C=1C=NN2C1C(=CC=C2)C(F)(F)F imidazol-1-yl-[4-(trifluoromethyl)pyrazolo[1,5-a]pyridin-3-yl]methanone